C(C1=CC=CC=C1)(=O)OC[C@H]1O[C@@]([C@H]2[C@@H]1OC(O2)(C)C)(\C=N/O)N2C(NC(C=C2)=O)=O [(3aR,4R,6R,6aR)-4-(2,4-dioxopyrimidin-1-yl)-4-[(Z)-hydroxyiminomethyl]-2,2-dimethyl-6,6a-dihydro-3aH-furo[3,4-d][1,3]dioxol-6-yl]methyl benzoate